N-cyclopropyl-3-oxo-N-(4-((1,2,3,4-tetrahydroquinolin-7-yl)carbamoyl)benzyl)-3,4-dihydro-2H-benzo[b][1,4]oxazine-7-carboxamide C1(CC1)N(C(=O)C=1C=CC2=C(OCC(N2)=O)C1)CC1=CC=C(C=C1)C(NC1=CC=C2CCCNC2=C1)=O